5-[(2R)-2-(2,5-difluorophenyl)pyrrolidin-1-yl]-N-[3-[4-[2-[4-[4-[(2,6-dioxo-3-piperidyl)amino]phenyl]-1-piperidyl]ethyl]phenyl]propyl]pyrazolo[1,5-a]pyrimidine-3-carboxamide formate C(=O)O.FC1=C(C=C(C=C1)F)[C@@H]1N(CCC1)C1=NC=2N(C=C1)N=CC2C(=O)NCCCC2=CC=C(C=C2)CCN2CCC(CC2)C2=CC=C(C=C2)NC2C(NC(CC2)=O)=O